O[C@H]1[C@](C=C2C([C@](C3(C(=C12)C)CC3)(C)O)=O)(C)CNC(OC(C)(C)C)=O tert-butyl (((2'S,3'R,6'R)-3',6'-dihydroxy-2',4',6'-trimethyl-7'-oxo-2',3',6',7'-tetrahydrospiro[cyclopropane-1,5'-inden]-2'-yl)methyl)carbamate